ClC=1C=C(C=CC1Cl)C1(CNCC1)CNS(=O)(=O)C1=CC=C(C=C1)OC(F)(F)F N-((3-(3,4-dichlorophenyl)pyrrolidin-3-yl)methyl)-4-(trifluoromethoxy)benzenesulfonamide